NC(C(C(=O)NC1CC1)O)CC1C(NCC1)=O 3-amino-N-cyclopropyl-2-hydroxy-4-(2-oxopyrrolidin-3-yl)butanamide